NC1CCN(CC1)C1=NC2=CC(=C(C=C2C(=N1)C1=CC(=C(C#N)C=C1)F)C1=C(C=CC=C1)F)F 4-(2-(4-aminopiperidin-1-yl)-7-fluoro-6-(2-fluorophenyl)quinazolin-4-yl)-2-fluorobenzonitrile